mercapto-butandiol SC(CCC)(O)O